C(C)(C)(C)OC(=O)N1CCC(=CC1)C1=C(C=C(C(=O)NC2=CC(=C(C=C2)C=2CCN(CC2)C(=O)OC(C)(C)C)F)C=C1)C tert-butyl 4-[4-(4-{1-[(tert-butoxy)carbonyl]-1,2,3,6-tetrahydropyridin-4-yl}-3-methylbenzamido)-2-fluorophenyl]-1,2,3,6-tetrahydropyridine-1-carboxylate